C(C1=CC=CC=C1)OC1=C(C=C(C(CNC(CC2=CC=C(C=C2)OC)C)O)C=C1)NC=O 4-benzyloxy-3-formamido-alpha-[N-(1-methyl-2-p-methoxyphenyl-ethyl)aminomethyl]benzyl alcohol